1-(2-chloroethyl)-4-[1-(2,2-difluoro-1,3-benzodioxol-5-yl)-5-methyl-pyrazol-3-yl]piperazine ClCCN1CCN(CC1)C1=NN(C(=C1)C)C1=CC2=C(OC(O2)(F)F)C=C1